(S)-2-((R)-5-fluoroisochroman-1-yl)azetidine FC1=C2CCO[C@H](C2=CC=C1)[C@H]1NCC1